C(CCC)C(C)C(C(C=1NC(=C([N+]1C)CCCC)CC)(CCCC)C)C(C)(C)CCCC 1-butyl-ethyl-methyl-butyl-ethyl-butyl-3-butyl-3-methyl-butyl-3-methyl-imidazolium